CC=1N=CSC1C=O 4-methyl-5-thiazolaldehyde